(R)-N-((R)-2-(Difluoromethoxy)-1-(3-(trifluoromethoxy)phenyl)ethyl)-3-hydroxy-3-(1-(trifluoromethyl)cyclopropyl)propanamid FC(OC[C@@H](C1=CC(=CC=C1)OC(F)(F)F)NC(C[C@H](C1(CC1)C(F)(F)F)O)=O)F